CN(CCC(CCCN(C)C)N(C)C)C N1,N1,N3,N3,N6,N6-hexamethylhexane-1,3,6-triamine